2-(4-(4-(2-(5-amino-8-(furan-2-yl)-2-oxothiazolo[5,4-e][1,2,4]triazolo[1,5-c]pyrimidin-3(2H)-yl)ethyl)piperazin-1-yl)-3-fluorophenoxy)-N-(2-(methylamino)ethyl)acetamide NC1=NC2=C(C=3N1N=C(N3)C=3OC=CC3)SC(N2CCN2CCN(CC2)C2=C(C=C(OCC(=O)NCCNC)C=C2)F)=O